C(C)(C)N1CCN(CC1)C1=C(C=C(C(=O)N2CCN(CC2)C(CCCC(=O)O)=O)C=C1)NS(=O)(=O)C1=CC2=CC=CC=C2C=C1 5-(4-(4-(4-isopropylpiperazin-1-yl)-3-(naphthalene-2-sulfonylamino)benzoyl)piperazin-1-yl)-5-oxopentanoic acid